FC=1C(=C(C=CC1N1CC2=C(CCC1)C=C(C=C2)F)NC(CC(C)(C)C)=O)C N-(3-fluoro-4-(7-fluoro-1,3,4,5-tetrahydro-2H-benzo[c]azepin-2-yl)-2-methylphenyl)-3,3-dimethylbutyramide